C1(CC1)CN1C(N(C(C(=C1)C(=O)O)=O)C1=NC=C(C=C1)C)=O 1-(Cyclopropylmethyl)-3-(5-methylpyridin-2-yl)-2,4-dioxo-1,2,3,4-tetrahydropyrimidine-5-carboxylic acid